ClC=1C=C(CN2C(=NC3=C2C=CC=C3)C=C)C=CC1 1-(3-chlorobenzyl)-2-vinyl-1H-benzo[d]imidazole